(R)-2-(1-cyclopropyl-2-hydroxy-2-methylpropyl)-7-(1,3-dimethyl-1H-indazol-5-yl)-4-fluoroisoindolin-1-one C1(CC1)[C@H](C(C)(C)O)N1C(C2=C(C=CC(=C2C1)F)C=1C=C2C(=NN(C2=CC1)C)C)=O